ClC1=C(C=CC(=C1)Cl)N1CCN(CC1)CC=1C=C2C(N(C(C2=CC1)=O)N1C(NC(CC1)=O)=O)=O 5-((4-(2,4-dichlorophenyl)piperazin-1-yl)methyl)-2-(2,4-dioxotetrahydropyrimidine-1(2H)-yl)isoindoline-1,3-dione